tertbutyl 5-methoxy-4-((6-(4-(methoxycarbonyl)phenyl)-6,7-dihydropyrazolo[1,5-a]pyrazin-5(4H)-yl)methyl)-7-methyl-1H-indole-1-carboxylate COC=1C(=C2C=CN(C2=C(C1)C)C(=O)OC(C)(C)C)CN1CC=2N(CC1C1=CC=C(C=C1)C(=O)OC)N=CC2